3-ethylcyclohexane-1,2-dicarboxylic acid C(C)C1C(C(CCC1)C(=O)O)C(=O)O